NCCNC(=O)C1=C2C=CC=CC2=CC2=CC3=CC=CC=C3C=C12 N-(2-aminoethyl)-tetracene-5-carboxylic acid amide